(2-chloro-3-methoxyphenyl)((9aS)-3-(4-fluoro-3-(1-methyl-1H-pyrrol-3-yl)phenyl)hexahydropyrazino[2,1-c][1,4]oxazin-8(1H)-yl)methanone ClC1=C(C=CC=C1OC)C(=O)N1C[C@H]2COC(CN2CC1)C1=CC(=C(C=C1)F)C1=CN(C=C1)C